tert-Butyl (3S,5S)-3-carbamimidamido-5-fluoropiperidine-1-carboxylate hydrochloride Cl.N(C(=N)N)[C@@H]1CN(C[C@H](C1)F)C(=O)OC(C)(C)C